3-(4-Amino-2-fluorophenethyl)-2-(1-(4-fluorophenyl)-3-(furan-3-yl)-1H-pyrazol-4-yl)-5-Methyloxazolidin-4-one NC1=CC(=C(CCN2C(OC(C2=O)C)C=2C(=NN(C2)C2=CC=C(C=C2)F)C2=COC=C2)C=C1)F